FC(C1=CC(=NC=C1)N1CCNCC1)(F)F 1-(4-(trifluoromethyl)pyridin-2-yl)piperazine